NC=1C=C(C=CC1OC)NCCO 2-([3-Amino-4-methoxyphenyl]amino)ethanol